C(C)OC(=O)C1=C(C(=NN1C)C)C 1,3,4-trimethylpyrazole-5-carboxylic acid ethyl ester